OC1=C(C=CC(=C1C)OCCCCCC)C1=NC(=NC(=N1)C1=C(C(=C(C=C1)OCCCCCC)C)O)C1=C(C(=C(C=C1)OCCCCCC)C)O 2,4,6-Tris(2-hydroxy-4-hexyloxy-3-methylphenyl)-1,3,5-triazin